tetrahydro-1H-thieno[3,4-d]imidazol-2(3H)-one N1C(NC2C1CSC2)=O